2-(1-(2-methoxyethyl)-3-methyl-1H-indazol-7-yl)-2-(3-(5-(5,6,7,8-tetrahydro-1,8-naphthyridin-2-yl)pentyloxy)azetidin-1-yl)acetic acid COCCN1N=C(C2=CC=CC(=C12)C(C(=O)O)N1CC(C1)OCCCCCC1=NC=2NCCCC2C=C1)C